21-tert-butyl-12-(2,6-dimethylphenyl)-25-methyl-15-oxa-8λ6-thia-1,9,11,26-tetraazapentacyclo[15.7.1.13,7.110,14.018,23]heptacosa-3,5,7(27),10,12,14(26),18,20,22-nonaene-2,8,8-trione C(C)(C)(C)C1=CC=C2C3COC=4C=C(N=C(NS(C=5C=CC=C(C(N(CC2=C1)C3C)=O)C5)(=O)=O)N4)C4=C(C=CC=C4C)C